M-cumenyl methylcarbamate CNC(OC=1C=C(C=CC1)C(C)C)=O